1-(3-bromo-4-chlorophenyl)-2,5-dimethyl-1H-pyrrole BrC=1C=C(C=CC1Cl)N1C(=CC=C1C)C